O1C(=CC=C1)[C@@H](C[N+](=O)[O-])C(C(=O)OCC)C(=O)OCC (R)-Diethyl 2-[1-(furan-2-yl)-2-nitroethyl]malonate